FC=1C=C(C=CC1F)[C@H]1N(OCC1)C(=O)[C@@H]1CC[C@H](CC1)CC=1C=CC=2N(C1)N=C(N2)C trans-[(3S)-3-(3,4-difluorophenyl)isoxazolidin-2-yl]-[4-[(2-methyl-[1,2,4]triazolo[1,5-a]pyridin-6-yl)methyl]cyclohexyl]methanone